2-(2,3-Dihydro-[1,4]dioxino[2,3-b]pyridin-2-ylmethoxy)-9-(pyridin-2-ylmethoxy)-6,7-dihydro-pyrimido[6,1-a]isoquinolin-4-one O1C(COC2=NC=CC=C21)COC2=NC(N1C(C3=CC=C(C=C3CC1)OCC1=NC=CC=C1)=C2)=O